C(C)(C)(C)OC(=O)N1C(CNCC1)C1=NC=C(C=N1)C1=CCCCC1 (5-(cyclohex-1-en-1-yl)pyrimidin-2-yl)piperazine-1-carboxylic acid tert-butyl ester